dimethylpropyl-toluidine CC1=C(C(N(CCC)C)=CC=C1)C